C(C1=CC=CC=C1)[C@H]1N(C(OC1)=O)C([C@H](CN(C(OC(C)(C)C)=O)C(C)C)C=1SC(=CC1)Cl)=O tert-butyl (S)-3-((R)-4-benzyl-2-oxooxazolidin-3-yl)-2-(5-chlorothiophen-2-yl)-3-oxopropyl(isopropyl)carbamate